(R)-2-((1-(2-cyano-3-(3-cyanoazetidin-1-yl)-7-methylquinoxalin-5-yl)-ethyl)amino)benzoic acid C(#N)C1=NC2=CC(=CC(=C2N=C1N1CC(C1)C#N)[C@@H](C)NC1=C(C(=O)O)C=CC=C1)C